CCC(C)[C@@H]1C(=O)N[C@@H](C(=O)N1)CC(=O)N The molecule is a member of the class of 2,5-diketopiperazines that is 2,5-diketopiperazine substituted by an (aminocarbonyl)methyl group at position 3 and an isobutyl group at position 6. It is isolated from the fungus Cordyceps sinensis and exhibits significant cytotoxicity against L-929, A375 and HeLa cell lines. It has a role as a metabolite and an antineoplastic agent.